[N+](=O)([O-])C1=C(COC(=O)NC2CCCCC2)C=CC=C1 [[(2-Nitrobenzyl)oxy]carbonyl]cyclohexylamine